indole-acetate N1C(=CC2=CC=CC=C12)CC(=O)[O-]